FC(C1=NOC(=N1)N1C2CC(CC1CC2)N2CCC1(CC(NC1)=O)CC2)(F)F 8-(8-(3-(trifluoromethyl)-1,2,4-oxadiazol-5-yl)-8-azabicyclo[3.2.1]oct-3-yl)-2,8-diazaspiro[4.5]decan-3-one